tert-Butyl N-tert-butoxycarbonyl-N-[4-chloro-6-(2,6-dimethylphenyl)pyrimidin-2-yl]Carbamate C(C)(C)(C)OC(=O)N(C(OC(C)(C)C)=O)C1=NC(=CC(=N1)Cl)C1=C(C=CC=C1C)C